(R)-6-(((1-(pyrimidin-2-yl)ethyl)amino)methyl)-N-(2,2,2-trifluoroethyl)pyridazin-3-amine N1=C(N=CC=C1)[C@@H](C)NCC1=CC=C(N=N1)NCC(F)(F)F